2-(((2S)-2-(((2S,3S)-2-(9H-fluoren-9-ylmethoxycarbonylamino)-3-methylpentanoyl)-methylamino)-3-methylbutanoyl)amino)acetic acid C1=CC=CC=2C3=CC=CC=C3C(C12)COC(=O)N[C@H](C(=O)N([C@H](C(=O)NCC(=O)O)C(C)C)C)[C@H](CC)C